2-(3,4-dihydroxystyryl)-8-hydroxyquinoline-7-carboxylic acid OC=1C=C(C=CC2=NC3=C(C(=CC=C3C=C2)C(=O)O)O)C=CC1O